Cl.C(C)C(CN)N ethyl-ethane-1,2-diamine hydrochloride